1-ALLYL-4-METHYLBENZENE C(C=C)C1=CC=C(C=C1)C